formamide-N,N,1-d3 C(=O)(N([2H])[2H])[2H]